perbromononanoic acid BrC(C(=O)O)(C(C(C(C(C(C(C(Br)(Br)Br)(Br)Br)(Br)Br)(Br)Br)(Br)Br)(Br)Br)(Br)Br)Br